ClC=1C=CC=C2C=CC=C(C12)[C@@H]1CC=2N=C(N=C(C2CO1)N1C[C@@H](N(CC1)C(C(=C)F)=O)CC#N)OCC12CCCN2CCC1 2-((S)-4-((S)-7-(8-chloronaphthalen-1-yl)-2-((tetrahydro-1H-pyrrolizin-7a(5H)-yl)methoxy)-7,8-dihydro-5H-pyrano[4,3-d]pyrimidin-4-yl)-1-(2-fluoroacryloyl)piperazin-2-yl)acetonitrile